C1=CC=CC2=CC3=CC=CC=C3C(=C12)\C=C/1\OC2=C(C1=O)C(=CC(=C2C2CCN(CC2)C)OC)OC (E)-2-(anthracen-9-ylmethylene)-4,6-dimethoxy-7-(1-methylpiperidin-4-yl)benzofuran-3(2H)-one